4-((3-chlorobenzyl)amino)-6-(3,5-dimethylisoxazol-4-yl)-N-(3-fluoropyridin-4-yl)quinazoline-2-carboxamide palladium(0) [Pd].ClC=1C=C(CNC2=NC(=NC3=CC=C(C=C23)C=2C(=NOC2C)C)C(=O)NC2=C(C=NC=C2)F)C=CC1